C(C1=CC=CC=C1)OC1=NC(=CC=C1C1=NN(C2=C(C=CC=C12)N1CCN(CC1)C[C@@H]1[C@H](CN(CC1)C(=O)OC(C)(C)C)C)C)OCC1=CC=CC=C1 tert-butyl (3r,4s)-4-((4-(3-(2,6-bis(benzyloxy) pyridin-3-yl)-1-methyl-1H-indazol-7-yl) piperazin-1-yl) methyl)-3-methylpiperidine-1-carboxylate